tert-butyl 4-(5-bromo-2-cyano-3-fluorophenyl)-3-ethylpiperazine-1-carboxylate BrC=1C=C(C(=C(C1)N1C(CN(CC1)C(=O)OC(C)(C)C)CC)C#N)F